OC1(CCC=2N(C1)C=CN2)C(=O)O 6-hydroxy-5,6,7,8-tetrahydroimidazo[1,2-a]pyridine-6-carboxylic acid